N-methylethanamine, Formate salt C(=O)O.CNCC